C(CC)OC(=O)[C@H]1N(CCC1)P(=O)(N1[C@@H](CCC1)C(=O)OCCC)CC1=CC2=C(SC(=C2)C(=O)O)C=C1 5-((bis((S)-2-(propoxycarbonyl)pyrrolidin-1-yl)phosphoryl)methyl)benzo[b]thiophene-2-carboxylic acid